OC=1C=C2C=CN=C(C2=CC1C)C(C)=O 1-(6-hydroxy-7-methylisoquinolin-1-yl)ethanone